(S)-7-amino-3-(1-(but-2-ynoyl)pyrrolidin-3-yl)-1-(4-(2-fluorophenoxy-3-d)phenyl)-1,5-dihydro-4H-pyrrolo[2,3-d]pyridazin-4-one NC1=NNC(C2=C1N(C=C2[C@H]2CN(CC2)C(C#CC)=O)C2=CC=C(C=C2)OC2=C(C(=CC=C2)[2H])F)=O